ClC1=C(C=CC2=C1C(=N[C@H](C=1N2N=C(N1)C(=O)N1CCS(CC1)(=O)=O)C)C1=NC=CC=C1F)C(F)(F)F [(4S)-7-chloro-6-(3-fluoro-2-pyridyl)-4-methyl-8-(trifluoromethyl)-4H-[1,2,4]triazolo[1,5-a][1,4]benzodiazepin-2-yl]-(1,1-dioxo-1,4-thiazinan-4-yl)methanone